CC1=NOC(=C1C1=CC=C2C=3N([C@H](COC31)C3=NC=CC=C3)C(=N2)N2C[C@@H](CC2)N(C(C)=O)C)C N-{(3R)-1-[(4S)-7-(3,5-dimethylisoxazol-4-yl)-4-pyridin-2-yl-4,5-dihydroimidazo[1,5,4-de][1,4]benzoxazin-2-yl]pyrrolidin-3-yl}-N-methylacetamide